C1(=CC=CC=C1)C(C1=CC=CC=C1)=NC1=C(C=C2C(=N1)C=C(N2COCC[Si](C)(C)C)C(=O)OC)C methyl 5-((diphenylmethylene) amino)-6-methyl-1-((2-(trimethylsilyl) ethoxy) methyl)-1H-pyrrolo[3,2-b]pyridine-2-carboxylate